2-(4-chloro-[1,1':2',1''-terphenyl]-2-yl)propan-2-ol ClC1=CC(=C(C=C1)C=1C(=CC=CC1)C1=CC=CC=C1)C(C)(C)O